6-chloro-2-[(4-methoxyphenyl)methyl]-4-methyl-pyridazin-3-one ClC=1C=C(C(N(N1)CC1=CC=C(C=C1)OC)=O)C